1-(4-{7-cyclopropyl-5-[(1R)-1-methyl-1,2,3,4-tetrahydroisoquinoline-2-carbonyl]pyrazolo[1,5-a]pyrimidin-2-yl}-3-fluorophenyl)azetidine-3-carboxylic acid C1(CC1)C1=CC(=NC=2N1N=C(C2)C2=C(C=C(C=C2)N2CC(C2)C(=O)O)F)C(=O)N2[C@@H](C1=CC=CC=C1CC2)C